C(CC(C)C)[Al](Cl)Cl isopentylaluminum dichloride